NC1=NC=2C=CC=CC2C=2C1=NN(C2C(C2=CC=C(CNC(OC(C)(C)C)=O)C=C2)O)CCCC tert-butyl (4-((4-amino-2-butyl-2H-pyrazolo[3,4-c]quinolin-1-yl)(hydroxy)methyl)benzyl)carbamate